BrC1=NN(C(=C1)C(=O)OC)CCNC(=O)OC(C)(C)C methyl 3-bromo-1-{2-[(tert-butoxycarbonyl)amino]ethyl}-1H-pyrazole-5-carboxylate